ClC=1C(=C(C=CC1)NC1=CC(=NC=C1C(=O)NOC)NC(=O)C1CC1)N(S(=O)(=O)C)C 4-((3-Chloro-2-(N-methylmethanesulfonamido)phenyl)amino)-6-(cyclopropanecarboxamido)-N-methoxynicotinamide